rac-(4ar,7as)-4-((4-methylbenzyl)sulfonyl)hexahydropyrrolo[3,4-b][1,4]oxazin-6(2H)-nitrile CC1=CC=C(CS(=O)(=O)N2[C@H]3[C@@H](OCC2)CN(C3)C#N)C=C1 |r|